(S)-5-(2-amino-2-carboxyethyl)picolinic acid N[C@@H](CC=1C=CC(=NC1)C(=O)O)C(=O)O